Ethyl (R)-4-((1-acryloylpiperidin-3-yl)amino)-7H-pyrrolo[2,3-d]pyrimidine-5-carboxylate C(C=C)(=O)N1C[C@@H](CCC1)NC=1C2=C(N=CN1)NC=C2C(=O)OCC